ClC=1C=C(C=CC1)C=1N=C(NC1)CC1=CC2=CC=CC=C2C=C1 4-(3-Chlorophenyl)-2-(2-naphthylmethyl)imidazole